CN1N=CC(=C1COC(N(C(C)(CCC)C)C)=O)C1=CC=C(C=N1)OC1CCCCC1 (rac)-trans-3-((6-(1-Methyl-5-(((methyl(2-methylpentan-2-yl)carbamoyl)oxy)methyl)-1H-pyrazol-4-yl)pyridin-3-yl)oxy)cyclohexan